N2-[N2,N6-bis(tert-butoxycarbonyl)-L-lysyl]-N6-(tert-butoxycarbonyl)-L-lysine C(C)(C)(C)OC(=O)N[C@@H](CCCCNC(=O)OC(C)(C)C)C(=O)N[C@@H](CCCCNC(=O)OC(C)(C)C)C(=O)O